C(CC)C(C(=O)OCC1=CC=CC=C1)=C benzyl 2-propylacrylate